2,3-dihydroimidazo[2,1-b][1,3]thiazol S1C=2N(CC1)C=CN2